sodium 1-ethyl-1-propanesulfonate C(C)C(CC)S(=O)(=O)[O-].[Na+]